OC12CN(CC2C1)C(CC1=CC=C(C=C1)NC(=O)NCC1=CC=C(C=C1)OC)=O ({4-[2-(1-hydroxy-3-azabicyclo[3.1.0]hex-3-yl)-2-oxoethyl]phenyl}amino)-N-[(4-methoxyphenyl)methyl]carboxamide